BrC1=CC2=C(C=C1)NC=1C(NC3=CC=CC=C3C12)=O 10-Bromo-5,7-dihydroindolo[2,3-c]quinolin-6-one